NC=1C=C2CCN(C2=CC1)C(C)=O 1-(5-aminoindolin-1-yl)ethanone